4-fluoro-2-methoxy-1-(prop-2-yn-1-yloxy)benzene FC1=CC(=C(C=C1)OCC#C)OC